C(C=C)(=O)OCCCCCCCCC[SiH2]C(Cl)Cl acryloxynonyl-dichloromethylsilane